1-(tert-butyl) 2-methyl (2S)-3-allyl-3-(2-((tert-butyldimethylsilyl)oxy)ethyl)-4-hydroxypyrrolidine-1,2-dicarboxylate C(C=C)C1([C@H](N(CC1O)C(=O)OC(C)(C)C)C(=O)OC)CCO[Si](C)(C)C(C)(C)C